COC1=C(C(=O)C2=C(C=CC(=C2)NC(=O)NC)S(=O)(=O)N)C=CC=C1 (2-methoxybenzoyl)-4-[(methylaminocarbonyl)amino]benzenesulfonamide